OCCC1(OB(OC1(C)C)C1=CC=CC=C1)C hydroxymethyl-phenylboronic acid pinacol ester